4-(3,8-diazabicyclo[3.2.1]oct-3-yl)-6-bromo-3-fluoropyrrolo[1,2-b]pyridazine hydrochloride salt Cl.C12CN(CC(CC1)N2)C=2C=1N(N=CC2F)C=C(C1)Br